(2R,5S)-4-(6-cyano-1-(2-isopropyl-4-methylpyridin-3-yl)-7-(2-methoxy-3-Methylphenyl)-2-oxo-1,2-dihydropyrido[2,3-d]pyrimidin-4-yl)-2,5-dimethylpiperazine-1-carboxylate C(#N)C1=CC2=C(N(C(N=C2N2C[C@H](N(C[C@@H]2C)C(=O)[O-])C)=O)C=2C(=NC=CC2C)C(C)C)N=C1C1=C(C(=CC=C1)C)OC